[Si](C1=CC=CC=C1)(C1=CC=CC=C1)(C(C)(C)C)OCCC1CCN(CC1)C1=CC=CC=2N(C(N(C21)C)=O)C2C(N(C(CC2)=O)CC2=CC=C(C=C2)OC)=O 3-(4-(4-(2-((tert-butyldiphenylsilyl)oxy)ethyl)piperidin-1-yl)-3-methyl-2-oxo-2,3-dihydro-1H-benzo[d]imidazol-1-yl)-1-(4-methoxybenzyl)piperidine-2,6-dione